CNC1=NC2=CC(=CC=C2C=C1)CCC12C(C(CC2C1)O)O 1-(2-(2-(methylamino)quinolin-7-yl)ethyl)bicyclo[3.1.0]hexane-2,3-diol